NC1=C2C(=NC(=N1)Cl)N(N=C2)CC=2C=C(C=C(C2)OC)CCN2C=C(C=CC2=O)C=O 1-(3-((4-amino-6-chloro-1H-pyrazolo[3,4-d]pyrimidin-1-yl)methyl)-5-methoxyphenylethyl)-6-oxo-1,6-dihydropyridine-3-carbaldehyde